N-(4-chloro-3-(trifluoromethyl)phenyl)-2-(4-(3-(pyridin-3-ylamino)-1H-indazol-6-yl)-1H-pyrazol-1-yl)acetamide ClC1=C(C=C(C=C1)NC(CN1N=CC(=C1)C1=CC=C2C(=NNC2=C1)NC=1C=NC=CC1)=O)C(F)(F)F